(S)-4-benzyl-3-((S)-2-(3-(cyclopentyloxy)-4-methoxyphenyl)hex-5-enoyl)oxazolidin-2-one C(C1=CC=CC=C1)[C@@H]1N(C(OC1)=O)C([C@@H](CCC=C)C1=CC(=C(C=C1)OC)OC1CCCC1)=O